ClC=1C=C2C(N(CN(C2=CC1)C1=C(C=C(C=C1)F)C)C=1C(=NC(=CC1Cl)OC)C)=O 6-chloro-3-(4-chloro-6-methoxy-2-methylpyridin-3-yl)-1-(4-fluoro-2-methylphenyl)-2,3-dihydroquinazolin-4(1H)-one